C(CCCCCCC)NCCCCCCCC.O1C=2C(OCC1COCCC(S(=O)(=O)O)CCCCCC)=CSC2 3-[(2,3-dihydrothieno[3,4-b]-[1,4]dioxin-2-yl)methoxy]-1-Hexyl-1-propanesulfonic acid di-n-octylamine salt